(2s,3s,4r,5r)-5-(2-(5-chloropyridin-3-yl)-6-(((4-methoxypyridin-2-yl)methyl)amino)-9H-purin-9-yl)-3,4-dihydroxy-N-methyltetrahydrofuran-2-carboxamide ClC=1C=C(C=NC1)C1=NC(=C2N=CN(C2=N1)[C@H]1[C@@H]([C@@H]([C@H](O1)C(=O)NC)O)O)NCC1=NC=CC(=C1)OC